tert-butyl (3-bromo-2-(trifluoromethyl)benzyl)carbamate BrC=1C(=C(CNC(OC(C)(C)C)=O)C=CC1)C(F)(F)F